(S)-3-(4,5-difluoro-2',6'-dimethyl-[1,1'-biphenyl]-3-yl)-3-((S)-2-(3-(2-(3-fluoroazetidin-1-yl)ethyl)-5-methyl-6-oxopyridazin-1(6H)-yl)-4-methylpentanamido)propanoic acid ethyl ester C(C)OC(C[C@H](NC([C@H](CC(C)C)N1N=C(C=C(C1=O)C)CCN1CC(C1)F)=O)C=1C=C(C=C(C1F)F)C1=C(C=CC=C1C)C)=O